methyl 3-(4-trifluoromethylphenyl)-1,2,4-oxadiazole-5-carboxylate FC(C1=CC=C(C=C1)C1=NOC(=N1)C(=O)OC)(F)F